1-[1-(4-chloro-3-fluorophenyl)-1,2,3,4-tetrazol-5-yl]methanamine ClC1=C(C=C(C=C1)N1N=NN=C1CN)F